ClC=1C=C(C=CC(=O)O)C=CC1 meta-chlorocinnamic acid